7α-hydroxy-3-oxocholest-4-enoic acid O[C@H]1[C@H]2[C@@H]3CC[C@H]([C@@H](CCCC(C(=O)O)C)C)[C@]3(CC[C@@H]2[C@]2(CCC(C=C2C1)=O)C)C